ClC=1C(=NC(=NC1)C12CCC(CC2C1)OC[C@@H]1N([C@@H](C[C@@H]1NS(=O)(=O)CF)C)C(=O)OC)OC methyl (2R,3S,5R)-2-(((6-(5-chloro-4-methoxypyrimidin-2-yl)bicyclo[4.1.0]heptan-3-yl)oxy)methyl)-3-((fluoromethyl)sulfonamido)-5-methylpyrrolidine-1-carboxylate